FC1=CC=C(C(=O)C2=CC=C(C=C2)F)C=C1 (4,4'-difluoro)-benzophenone